ClC1=NC(=NC(=C1CCC)C)SC 4-chloro-5-propyl-6-methyl-2-(methylthio)pyrimidine